C(C)(C)(C)C=1C=C(C=C(C1O)C(C)(C)C)CCC(=O)OCCCCCCCCCCCCCCCCCC octadecyl [3-(3,5-di-t-butyl-4-hydroxyphenyl) propionate]